NC1=C(C=C2C(=N1)C(C=1C=CC=CC1O2)=O)N2CCN(CC2)CC2CCN(CC2)CC2CCN(CC2)C=2C=C1C(N(C(C1=CC2)=O)C2C(NC(CC2)=O)=O)=O 5-[4-[[4-[[4-(2-amino-10-oxo-10H-chromeno[3,2-b]pyridin-3-yl)piperazin-1-yl]methyl]piperidin-1-yl]methyl]piperidin-1-yl]-2-(2,6-dioxopiperidin-3-yl)isoindoline-1,3-dione